3-Bromo-5-(trifluoro-methyl)pyridine BrC=1C=NC=C(C1)C(F)(F)F